ClC1=CC2=C(C3=C(O2)C=C(C(=C3)F)C3=C(C=O)C=CC=C3)C=C1 2-(7-chloro-2-fluorodibenzo[b,d]furan-3-yl)benzaldehyde